O=C1N(C(=CN=C1NCC1(COC1)C1=CC=CC=C1)C1=CC=CC=C1)CC(=O)O 2-(2-oxo-6-phenyl-3-(((3-phenyloxetan-3-yl)methyl)amino)pyrazin-1(2H)-yl)acetic acid